4-(4-fluorophenyl)-N-(tetrahydrofuran-3-yl)-3,4-dihydroquinoxaline-1(2H)-carboxamide FC1=CC=C(C=C1)N1CCN(C2=CC=CC=C12)C(=O)NC1COCC1